N1-(4-(tert-pentyl)phenyl)cyclobutane-1,3-diamine C(C)(C)(CC)C1=CC=C(C=C1)NC1CC(C1)N